tert-butyl (R)-(2-(((3-(5-bromo-2-(4,4-difluoroazepan-1-yl)-4-methylnicotinamido)phenyl)(methyl)(oxo)-λ6-sulfaneylidene)amino)-2-oxoethyl)carbamate BrC=1C=NC(=C(C(=O)NC=2C=C(C=CC2)[S@](=O)(C)=NC(CNC(OC(C)(C)C)=O)=O)C1C)N1CCC(CCC1)(F)F